O=C1NC(CCC1N1C(C2=CC=C(C=C2C1=O)NCCC[C@@H]1C[C@H](C1)N1N=CC(=C1)C1=NC2=CC(=CC=C2N=C1)C1CCOCC1)=O)=O 2-(2,6-dioxopiperidin-3-yl)-5-((3-(trans-3-(4-(7-(tetrahydro-2H-pyran-4-yl)quinoxalin-2-yl)-1H-pyrazol-1-yl)cyclobutyl)propyl)amino)isoindoline-1,3-dione